NCCCC(C(OC)(OC)OC)O[Si](OCC)(OCC)CCCN 3-aminopropyltrimethoxy-3-aminopropyltriethoxysilane